Natrium inosinat [C@]1([C@H](O)[C@H](O)[C@@H](CO)O1)(N1C=NC=2C(O)=NC=NC12)C(=O)[O-].[Na+]